2-oxo-6-phenyl-5-(trifluoromethyl)-1,2-dihydropyridine-3-carboxylic acid O=C1NC(=C(C=C1C(=O)O)C(F)(F)F)C1=CC=CC=C1